C(C)(C)(C)OC(=O)C1CN(C(C1=O)=O)CC(F)(F)F 4,5-dioxo-1-(2,2,2-trifluoroethyl)pyrrolidine-3-carboxylic acid tert-butyl ester